5-benzyl-N-(5-(2-chloro-5-ethoxyphenyl)pyridin-3-yl)-4H-1,2,4-triazole-3-carboxamide C(C1=CC=CC=C1)C=1NC(=NN1)C(=O)NC=1C=NC=C(C1)C1=C(C=CC(=C1)OCC)Cl